N-(2-(1,4-diazepan-1-yl)pyrimidin-4-yl)-1H-pyrrolo[2,3-b]pyridin-5-amine N1(CCNCCC1)C1=NC=CC(=N1)NC=1C=C2C(=NC1)NC=C2